5,7-dichloro-6-isopropyl-9-methyl-1H-pyrazolo[4,3-g]Quinoline ClC1=C(C(=NC2=C(C3=C(C=C12)C=NN3)C)Cl)C(C)C